N1C(=NC2=C1C=CC=C2)N2C=NC=C2C(=O)N[C@@H](CC2=CC=CC=C2)C(C(=O)NC2CC2)=O (S)-1-(1H-BENZO[D]IMIDAZOL-2-YL)-N-(4-(CYCLOPROPYLAMINO)-3,4-DIOXO-1-PHENYLBUTAN-2-YL)-1H-IMIDAZOLE-5-CARBOXAMIDE